4,4',6,6'-tetra-tert-butyl-1,1'-spirobiindane-7,7'-diol C(C)(C)(C)C1=C2CCC3(C2=C(C(=C1)C(C)(C)C)O)CCC1=C(C=C(C(=C13)O)C(C)(C)C)C(C)(C)C